N-[(2S,3R,4S)-2-[(2,3'-difluoro[1,1'-biphenyl]-3-yl)methyl]-4-fluoro-1-(2-methylpropanoyl)pyrrolidin-3-yl]ethanesulfonamide FC1=C(C=CC=C1C[C@@H]1N(C[C@@H]([C@@H]1NS(=O)(=O)CC)F)C(C(C)C)=O)C1=CC(=CC=C1)F